7-fluoro-5-(1-(8-isobutyl-8-azabicyclo[3.2.1]oct-3-yl)piperidin-4-yl)-1-methyl-2-(4-(methylsulfonyl)phenyl)-1H-benzo[d]imidazole FC1=CC(=CC2=C1N(C(=N2)C2=CC=C(C=C2)S(=O)(=O)C)C)C2CCN(CC2)C2CC1CCC(C2)N1CC(C)C